CN([C@@H](C)C(=O)O)C(CCCCBr)=O methyl-5-bromopentanoyl-alanine